(1R,2R,4S)-4-((4-(2-hydroxy-4-(trifluoromethyl)phenyl)phthalazin-1-yl)amino)cyclohexane OC1=C(C=CC(=C1)C(F)(F)F)C1=NN=C(C2=CC=CC=C12)NC1CCCCC1